3-((3-carboxyl-2-hydroxy-4-methoxy-6-methylbenzoyl)oxy)-5-formyl-4,6-dihydroxy-2-methylbenzoic acid C(=O)(O)C=1C(=C(C(=O)OC=2C(=C(C(=O)O)C(=C(C2O)C=O)O)C)C(=CC1OC)C)O